amino-1-fluorobenzyl alcohol NC(C1(CC=CC=C1)F)O